monomethyl 2,5-Furandicarboxylate O1C(=CC=C1C(=O)[O-])C(=O)OC